C(C)(C)(C)OC(=O)N1C[C@H]2C([C@H]2C1)C1=NOC(N1C1=CC=C(C=C1)C)(C)C (1R,5S,6r)-6-[5,5-dimethyl-4-(4-methylphenyl)-4,5-dihydro-1,2,4-oxadiazol-3-yl]-3-azabicyclo[3.1.0]Hexane-3-carboxylic acid tert-butyl ester